C(C=C)(=O)OC(C(C(C(C(CCOC(C=C)=O)(F)F)(F)F)(F)F)(F)F)(F)F decafluoro-1,7-heptanediol diacrylate